C(C)O\N=C(\COC1=CC(=NN1C)C(F)(F)F)/C1=C(C=C(C=C1)OC1=CC=C(C=C1)Cl)Cl (E)-1-(2-chloro-4-(4-chlorophenoxy)phenyl)-2-((1-methyl-3-(trifluoromethyl)-1H-pyrazol-5-yl)oxy)ethanone-O-ethyloxime